5-(cyanoethynyl)pyrimidine-2-carboxylate C(#N)C#CC=1C=NC(=NC1)C(=O)[O-]